ethyl 4-amino-3-(7-bromoimidazo[1,2-a]pyridin-2-yl)butyrate NCC(CC(=O)OCC)C=1N=C2N(C=CC(=C2)Br)C1